(1S,3aR,6aS)-N-((S)-1-cyano-2-((S)-2-oxopiperidin-3-yl)ethyl)-2-(4-methoxy-1H-indole-2-carbonyl)octahydrocyclopenta[c]pyrrole-1-carboxamide C(#N)[C@H](C[C@H]1C(NCCC1)=O)NC(=O)[C@H]1N(C[C@H]2[C@@H]1CCC2)C(=O)C=2NC1=CC=CC(=C1C2)OC